3,5-Diisobutyl-1-ethyl-4-hydroxy-pyrazol C(C(C)C)C1=NN(C(=C1O)CC(C)C)CC